6-bromo-N,N-dimethylisoquinolin-1-amine BrC=1C=C2C=CN=C(C2=CC1)N(C)C